N1(N=NC=2C=NC=CC21)C2=C(C=C(C=N2)NC(=O)C=2C=NN(C2C(F)(F)F)C2=C1C=CC=NC1=CC=C2)Cl N-(6-(1H-[1,2,3]Triazolo[4,5-c]pyridin-1-yl)-5-chloropyridin-3-yl)-1-(chinolin-5-yl)-5-(trifluoromethyl)-1H-pyrazol-4-carboxamid